(Z)-1-(3,4-dichlorobenzyl)-3-((3,5-dimethyl-1H-pyrrol-2-yl)methylene)-5-nitro-2-indolone ClC=1C=C(CN2C(\C(\C3=CC(=CC=C23)[N+](=O)[O-])=C/C=2NC(=CC2C)C)=O)C=CC1Cl